C1(=CC=C(C=C1)C1=CN=C(C=2N1C=CN2)NC2=CC=C(C=C2)N2CCN(CC2)C(=O)OC(C)(C)C)C tert-Butyl 4-(4-((5-(p-tolyl)imidazo[1,2-a]pyrazin-8-yl)amino)phenyl)piperazine-1-carboxylate